NC1=C(C(=NC=N1)OC1=C(C=C(C=C1)NC(=O)C=1C=NN(C1C(F)(F)F)C(C)(C)C)F)Cl N-[4-(6-amino-5-chloro-pyrimidin-4-yl)oxy-3-fluorophenyl]-1-tert-butyl-5-(trifluoromethyl)pyrazole-4-carboxamide